benzyl 4-[tert-butoxycarbonyl(cyclopropyl)amino]piperidine-1-carboxylate C(C)(C)(C)OC(=O)N(C1CCN(CC1)C(=O)OCC1=CC=CC=C1)C1CC1